CCCCCCCCCCCCN(C)CCCCCCCCCCCC N,N-didodecylmethylamine